Methyl 3-benzylidenecyclobutanecarboxylate C(C1=CC=CC=C1)=C1CC(C1)C(=O)OC